C[C@H](CNC(\C=C\C=C\C=C/CCC)=O)CC 2E,6Z,8E-decatrienoic acid-N-([2S]-2-methylbutyl)amide